Cl.NCCNC(=O)N 1-(2-Aminoethyl)urea hydrochloride